2-(4-bromo-2-(6-azaspiro[2.5]oct-6-yl)phenyl)-5-(2-(4,4-difluoropiperidin-1-yl)-6-methylpyrimidin-4-yl)-1,3,4-oxadiazole BrC1=CC(=C(C=C1)C=1OC(=NN1)C1=NC(=NC(=C1)C)N1CCC(CC1)(F)F)N1CCC2(CC2)CC1